ClC=1C=C(C=CC1F)C=1C=C(C(=NC1)C(=O)NCC(=O)O)O {[5-(3-Chloro-4-fluorophenyl)-3-hydroxypyridine-2-carbonyl]amino}acetic acid